COC1=CC=C(C[N+]2=C(C3=C(C=C2)N(N=C3)COCC[Si](C)(C)C)C)C=C1 5-(4-methoxybenzyl)-4-methyl-1-((2-(trimethylsilyl)ethoxy)methyl)-1H-pyrazolo[4,3-c]pyridin-5-ium